FC1=C(C(=CC=C1)F)S(=O)(=O)NC1=C(C(=CC=C1)C=1N=C(SC1C1=NC(=NC=C1)NC1CCN(CC1)S(=O)(=O)C)C(CO)(C)C)F 2,6-Difluoro-N-(2-fluoro-3-(2-(1-hydroxy-2-methylpropan-2-yl)-5-(2-((1-(methylsulfonyl)piperidin-4-yl)amino)pyrimidin-4-yl)thiazol-4-yl)phenyl)benzenesulfonamide